1,1'-(2,4,6-trihydroxy-1,3-phenylene)bis(7-((6-nitro-1H-benzo[d]imidazol-2-yl)thio)heptan-1-one) OC1=C(C(=CC(=C1C(CCCCCCSC1=NC2=C(N1)C=C(C=C2)[N+](=O)[O-])=O)O)O)C(CCCCCCSC2=NC1=C(N2)C=C(C=C1)[N+](=O)[O-])=O